(4-(but-3-yn-1-yloxy)phenyl)methanol C(CC#C)OC1=CC=C(C=C1)CO